N[C@@H]([C@H](O)C)C(=O)O.O=C([C@H](O)[C@@H](O)[C@H](O)[C@H](O)CO)O gluconic acid-threonine salt